NCC(=O)C1CC1 2-amino-1-cyclopropylethan-1-one